C(CCCCCCCCCCCCCCCCC)OC(CCC1=CC(=C(C(=C1)C(C)(C)C)O)C(C)(C)C)=O octadecyl(3-(3,5-di-tert-butyl-4-hydroxyphenyl)propionate)